R-(-)-3-quinuclidinol C1CN2CCC1[C@H](C2)O